C(C)S(=O)(=O)NC1=C(C=C(C=C1)C1=NNC(=C1C(=O)N)NC1=NC=CN=C1)OCC1CCN(CC1)C 3-(4-(ethylsulfonamido)-3-((1-methylpiperidin-4-yl)methoxy)phenyl)-5-(pyrazin-2-ylamino)-1H-pyrazole-4-carboxamide